3-[2-(1-cyclopropyl-4,6-difluoro-1,3-benzodiazol-5-yl)ethynyl]-1-[(3S,5R)-5-(methoxymethyl)-1-(prop-2-ynoyl)pyrrolidin-3-yl]-5-(methylamino)pyrazole-4-carboxamide C1(CC1)N1C=NC2=C1C=C(C(=C2F)C#CC2=NN(C(=C2C(=O)N)NC)[C@@H]2CN([C@H](C2)COC)C(C#C)=O)F